N(=[N+]=[N-])[C@@H]1[C@@H]2[C@H]([C@@H](N(C1)CCCCCCOCC1=CC=CC=C1)CO[Si](C(C)C)(C(C)C)C(C)C)OC(O2)(C)C (3aS,4S,7S,7aR)-7-azido-5-(6-(benzyloxy)hexyl)-2,2-dimethyl-4-(((triisopropylsilyl)oxy)methyl)hexahydro-[1,3]dioxolo[4,5-c]pyridine